3-methoxy-4-{2-[4-(4-methoxyphenyl)piperazin-1-yl]Ethoxy}benzaldehyde COC=1C=C(C=O)C=CC1OCCN1CCN(CC1)C1=CC=C(C=C1)OC